CC=1C=CC(=C(C1)O)C(C)C 5-methyl-2-(1-methylethyl)phenol